O=C1NC(CC[C@H]1N1C(C2=CC=C(C=C2C1=O)NC1CC(C1)OC1=CC=C(C=C1)C(C)(C)C1=CC=C(OC=2C=NC(=NC2)C(=O)OC)C=C1)=O)=O methyl 5-(4-(2-(4-((1r,3r)-3-((2-(2,6-dioxopiperidin-3-yl)-1,3-dioxoisoindolin-5-yl)amino)cyclobutyloxy)phenyl)propan-2-yl)phenoxy)pyrimidin-2-carboxylate